BrC=1C(=NC(=NC1)C#N)C 5-bromo-4-methylpyrimidine-2-carbonitrile